Oleyl montanate C(CCCCCCCCCCCCCCCCCCCCCCCCCCC)(=O)OCCCCCCCC\C=C/CCCCCCCC